5-((R)-2-amino-2-cyclohexylacetamido)-2-methyl-N-((R)-1-(naphthalen-1-yl)ethyl)benzamide N[C@@H](C(=O)NC=1C=CC(=C(C(=O)N[C@H](C)C2=CC=CC3=CC=CC=C23)C1)C)C1CCCCC1